OC1=C(C(=O)OCC)C(=CC(=C1)O)C ethyl 2,4-dihydroxy-6-methylbenzoate